3-[rac-1,2-dideuterio-1-methyl-ethyl]-N-[1-[[(2S)-morpholin-2-yl]methyl]-4-piperidyl]-6-(trifluoromethyl)imidazo[1,2-a]pyridin-8-amine [2H][C@](C[2H])(C)C1=CN=C2N1C=C(C=C2NC2CCN(CC2)C[C@@H]2CNCCO2)C(F)(F)F |&1:1|